2-(2-hydroxy-4-methylpentan-3-yl)-4-(4-(4-(4-(4,4,5,5-tetramethyl-1,3,2-dioxaborolan-2-yl)phenyl)piperazin-1-yl)phenyl)-2,4-dihydro-3H-1,2,4-triazol-3-one OC(C)C(C(C)C)N1N=CN(C1=O)C1=CC=C(C=C1)N1CCN(CC1)C1=CC=C(C=C1)B1OC(C(O1)(C)C)(C)C